C1=CC=C(C=C1)CN(CCN)CC2=CC=CC=C2 N'-dibenzyl-ethylenediamine